[Na].C1CCC2=C(C=3CCCC3C=C12)NC(NS(N(CC1CN(CC1)C)C=1C=NN(C1)C)(=O)=O)=O 3-(1,2,3,5,6,7-hexahydro-s-indacen-4-yl)-1-[(1-methyl-1H-pyrazol-4-yl)[(1-methylpyrrolidin-3-yl)methyl]sulfamoyl]urea Sodium Salt